((2S,3S,4R)-2-cyclopropyl-3-methyl-4-((6-methyl-pyridin-2-yl)oxy)-3,4-dihydroquinolin-1(2H)-yl)ethanone C1(CC1)[C@@H]1N(C2=CC=CC=C2[C@@H]([C@H]1C)OC1=NC(=CC=C1)C)C(C)=O